CCCCCCCCCCCCCC(=O)C(C(CO)O)(C(=O)CCCCCCCCCCCCC)OP(=O)(O)O dimyristoyl-phosphoglycerol